N-2-hydroxyethyl-lauric acid amide OCCNC(CCCCCCCCCCC)=O